cis-2-[4-(cyclopentylamino)phenyl]-6-methyl-N-[4-methyl-3-(trifluoromethyl)phenyl]-1,2,3,4,4a,5,7,7a-octahydropyrrolo[3,4-b]pyridine-3-carboxamide C1(CCCC1)NC1=CC=C(C=C1)C1C(CC2C(N1)CN(C2)C)C(=O)NC2=CC(=C(C=C2)C)C(F)(F)F